FC1=C2C(=C(NC2=CC(=C1)F)C1=CC=C(C=C1)C)C=O 4,6-DIFLUORO-2-(4-METHYLPHENYL)-1H-INDOLE-3-CARBOXALDEHYDE